Cl.FC=1C=C2C=NC(=NC2=C(C1)F)OC[C@]12CCCN2C[C@@H](C1)F 6,8-difluoro-2-(((2R,7aS)-2-fluorotetrahydro-1H-pyrrolizin-7a(5H)-yl)methoxy)quinazoline hydrochloride